C(CCCCCCC)N(CCC[Si](O[Si](OC)(OC)CCCNCCCCCCCCC)(OC)OC)CCCCCCCCC N-n-octyl-1,3-bis(N-n-nonyl-3-aminopropyl)-1,1,3,3-tetramethoxydisiloxane